(3S)-1-(5-(3-chloro-4-cyclopropylphenyl)-2,3-dihydro-1H-inden-1-yl)pyrrolidine-3-carboxylic acid methyl ester COC(=O)[C@@H]1CN(CC1)C1CCC2=CC(=CC=C12)C1=CC(=C(C=C1)C1CC1)Cl